(+/-)-N-(4-(4-(2-amino-6-methylpyrimidin-4-yl)-1,4-oxazepan-3-yl)-3-chlorophenyl)-2,2-difluoropropanamide NC1=NC(=CC(=N1)N1[C@@H](COCCC1)C1=C(C=C(C=C1)NC(C(C)(F)F)=O)Cl)C |r|